behenamido-propyldiethylamine C(CCCCCCCCCCCCCCCCCCCCC)(=O)NC(C)N(CC)CCC